trans-9-Octadecenol C(CCCCCCC\C=C\CCCCCCCC)O